NC=1N=NC(=CC1N1CC2CCC(C1)N2C2=CC(=NC=C2)C#CCN2CC1COCC(C2)C1O)C1=C(C=CC=C1)O 7-[3-[4-[3-[3-amino-6-(2-hydroxyphenyl)pyridazin-4-yl]-3,8-diazabicyclo[3.2.1]oct-8-yl]-2-pyridinyl]prop-2-ynyl]-3-oxa-7-azabicyclo[3.3.1]nonan-9-ol